tert-butyl-N-[[4-methyl-3-[2-(2-pyridyl)ethylsulfamoyl]benzoyl]amino]carbamate C(C)(C)(C)OC(NNC(C1=CC(=C(C=C1)C)S(NCCC1=NC=CC=C1)(=O)=O)=O)=O